NC1=CC=C(C=C1)N[C@@H](C)C(=O)O 4-aminophenyl-alanine